C(C)(=O)OC=1C(=NC=CC1OC)C(=O)N[C@H](C(=O)O[C@H]([C@@H](C(C)C)C1=C(C=C(C=C1)C)F)C)C [(1S,2S)-2-(2-fluoro-4-methylphenyl)-1,3-dimethyl-butyl] (2S)-2-[(3-acetoxy-4-methoxy-pyridine-2-carbonyl)amino]propanoate